5-bromo-2-cyclopropyl-1,3-dimethylbenzene BrC=1C=C(C(=C(C1)C)C1CC1)C